N1(CCCC1)C1=NC=NC=C1 4-(pyrrolidin-1-yl)pyrimidin